5-(5-butyl-2-(4-methoxyphenyl)pyridin-3-yl)isoindolin-1-one C(CCC)C=1C=C(C(=NC1)C1=CC=C(C=C1)OC)C=1C=C2CNC(C2=CC1)=O